2-{[(αR)-6-[(4R)-4-[(2S)-butan-2-yl]-2,6-dioxo-1,3-diazinan-1-yl]-spiro[3.3]heptan-2-yl]oxy}pyridine-3-carboxamide C[C@@H](CC)[C@@H]1NC(N(C(C1)=O)C1CC2(CC(C2)OC2=NC=CC=C2C(=O)N)C1)=O